4-((phenylsulfonyl)methyl)-1-((2-(trimethylsilyl)ethoxy)methyl)-1H-indazole C1(=CC=CC=C1)S(=O)(=O)CC1=C2C=NN(C2=CC=C1)COCC[Si](C)(C)C